ClC=1C(=CC=C2C=CC=C(C12)[B-](F)(F)F)F.[K+] potassium (8-chloro-7-fluoronaphthalen-1-yl)trifluoroborate